Cl.COC[C@@H]1CNCC1 (3S)-3-(methoxymethyl)pyrrolidine hydrochloride